ClC1=NC(=CC=C1C(=O)NS(=O)(=O)C1=NN(C=C1)CCCC1CC(N(C1)C(=O)OC(C)(C)C)(C)C)N1N=C(C=C1)OCCCC1(CC1)C(F)(F)F tert-Butyl 4-[3-[3-[[2-chloro-6-[3-[3-[1-(trifluoromethyl)cyclopropyl]propoxy]pyrazol-1-yl]pyridine-3-carbonyl]sulfamoyl]pyrazol-1-yl]propyl]-2,2-dimethyl-pyrrolidine-1-carboxylate